carboxyl-diethylene glycol C(=O)(O)C(COCCO)O